C(C1=CC=CC=C1)NCC1=C(N=C2N1C=CC=C2)C2=CC=C(C=C2)NC(CN2CC1=CC(=C(C=C1CC2)OC)OC)=O N-(4-(3-((benzylamino)methyl)imidazo[1,2-a]pyridin-2-yl)phenyl)-2-(6,7-dimethoxy-3,4-dihydroisoquinolin-2(1H)-yl)acetamide